1,N1-dimethyl-N4-(6-phenyl-2-tetrahydropyran-4-yl-pyrimidin-4-yl)benzene-1,4-diamine CC1(CC=C(C=C1)NC1=NC(=NC(=C1)C1=CC=CC=C1)C1CCOCC1)NC